CC1(CC(OC2=CC(=CC(=C12)B1OC(C(O1)(C)C)(C)C)C)=O)C 4,4,7-trimethyl-5-(4,4,5,5-tetramethyl-1,3,2-dioxaborolan-2-yl)chroman-2-one